4-(2-acetyl-7-(7-(difluoromethyl)-6-(1-methyl-1H-pyrazol-4-yl)-3,4-dihydroquinolin-1(2H)-yl)isoindolin-5-yl)cyclohexane-1-carbaldehyde C(C)(=O)N1CC2=C(C=C(C=C2C1)C1CCC(CC1)C=O)N1CCCC2=CC(=C(C=C12)C(F)F)C=1C=NN(C1)C